3-(3,4-difluoro-2-methoxyphenyl)-5-methyl-N-(6-oxo-1,6-dihydropyridin-3-yl)-5-(trifluoromethyl)tetrahydrothiophene-2-d-2-carboxamide FC=1C(=C(C=CC1F)C1C(SC(C1)(C(F)(F)F)C)(C(=O)NC1=CNC(C=C1)=O)[2H])OC